(S)-9-((4-(Difluoromethoxy)phenyl)sulfonyl)-2-(2-oxaspiro[3.3]heptan-6-yl)-6-oxa-2,9-diazaspiro[4.5]decane FC(OC1=CC=C(C=C1)S(=O)(=O)N1CCO[C@]2(CCN(C2)C2CC3(COC3)C2)C1)F